ClC1=C(C=CC=C1C)C=1C(=CC=2C3=C(C(=NC2C1F)N1C(COCC1)=O)N=NN3[C@@H]3C[C@H](N(CC3)C(=O)OC(C)(C)C)CC#N)C tert-butyl (2S,4S)-4-(7-(2-chloro-3-methylphenyl)-6-fluoro-8-methyl-4-(3-oxomorpholino)-1H-[1,2,3]triazolo[4,5-c]quinolin-1-yl)-2-(cyanomethyl)piperidine-1-carboxylate